COC1(OC(CC1)OC)CO 2,5-dimethoxydihydrofuranmethanol